ClC1=C(OC=2C(=NC=NC2)N2CC3(CCN(C3)CC3=CC4=C(NC(N4)=O)C=C3)CC2)C=CC(=C1)Cl 5-((7-(5-(2,4-dichloro-phenoxy)pyrimidin-4-yl)-2,7-diazaspiro[4.4]nonan-2-yl)methyl)-1H-benzo[d]imidazol-2(3H)-one